methyl 2-{3-[3-(2-hydroxyphenyl)cinnolin-6-yl]-1,2-oxazol-5-yl}-3-methylbutanoate OC1=C(C=CC=C1)C=1N=NC2=CC=C(C=C2C1)C1=NOC(=C1)C(C(=O)OC)C(C)C